C(C)OC1=C(C=CC=C1[N+](=O)[O-])N1CCN2C1=C(C1=C2N=CN=C1N)C1=CC(=C(C=C1)OC1=NC(=CC=C1)C)F 6-(2-ethoxy-3-nitrophenyl)-5-(3-fluoro-4-((6-methylpyridin-2-yl)oxy)phenyl)-7,8-dihydro-6H-imidazo[1',2':1,5]pyrrolo[2,3-d]pyrimidin-4-amine